C(=O)(O)C=1C=C(C=CC1C(=O)O)S(=O)C1=CC(=C(C=C1)C(=O)O)C(=O)O bis(3,4-Dicarboxyphenyl) Sulfoxide